6-(2-amino-[1,2,4]triazolo[1,5-a]pyridin-7-yl)-N-(2-fluoro-5-(trifluoromethoxy)benzyl)-3-methoxypyridazine-4-carboxamide NC1=NN2C(C=C(C=C2)C2=CC(=C(N=N2)OC)C(=O)NCC2=C(C=CC(=C2)OC(F)(F)F)F)=N1